tert-Butyl-((3R,5R)-1-(2-(6-(4-carbamoyl-3-chlorophenyl)-1-(cyclopropylmethyl)-1H-indol-2-yl)-4-methoxy-3-methylbenzofuran-6-carbonyl)-5-fluoropiperidin-3-yl)carbamate C(C)(C)(C)OC(N[C@H]1CN(C[C@@H](C1)F)C(=O)C1=CC2=C(C(=C(O2)C=2N(C3=CC(=CC=C3C2)C2=CC(=C(C=C2)C(N)=O)Cl)CC2CC2)C)C(=C1)OC)=O